tripropylamine hydrogen fluoride salt F.C(CC)N(CCC)CCC